C(C)C=1C(=NC=CC1)C1=CC=C(C=C1)C1=NNC2=NC=C(C=C21)C=2C=CC1=C(CC[C@H](CC1)N1C3COCC1C3)C2 6-[(7S)-2-{3-[4-(3-Ethylpyridin-2-yl)phenyl]-1H-pyrazolo[3,4-b]pyridin-5-yl}-6,7,8,9-tetrahydro-5H-benzo[7]annulen-7-yl]-3-oxa-6-azabicyclo[3.1.1]heptane